[N+](#[C-])CC[N+]#[C-] 1,2-diisocyanoethane